IC=1C=NN2C1C=CC(=C2)C2(CCC2)N 1-(3-iodopyrazolo[1,5-a]pyridin-6-yl)cyclobutylamine